5-(4,6-bis(4-methoxystyryl)pyrimidin-2-oxy)pentylguanidinium trifluoroacetate FC(C(=O)[O-])(F)F.COC1=CC=C(C=CC2=NC(=NC(=C2)C=CC2=CC=C(C=C2)OC)OCCCCCNC(=[NH2+])N)C=C1